BrC1=C(C(=CC=C1)OC1CC1)F C1-bromo-3-cyclopropyloxy-2-fluorobenzene